tert-butyl 4-(2-(3-chloro-4-(dimethyl carbamoyl)phenyl)pyridin-4-yl)-5,6-dihydropyridine-1(2H)-carboxylate ClC=1C=C(C=CC1C(N(C)C)=O)C1=NC=CC(=C1)C1=CCN(CC1)C(=O)OC(C)(C)C